(1R,4R)-4-(4-(((R)-1-(4-(2-chloro-6-((dimethylamino)methyl)Phenyl)thiophen-2-yl)ethyl)amino)-7-methoxy-2-methylquinazolin-6-yl)cyclohexane-1-carboxylic acid ClC1=C(C(=CC=C1)CN(C)C)C=1C=C(SC1)[C@@H](C)NC1=NC(=NC2=CC(=C(C=C12)C1CCC(CC1)C(=O)O)OC)C